The molecule is an optically active 1,2-diacylglycerol 3-diphosphate compound having a 1-hexadecanoyl substituent at the O-1 position and a (Z)-octadec-9-enoyl substituent at the O-2 position. It derives from a glycerol. CCCCCCCCCCCCCCCC(=O)OC[C@H](COP(=O)(O)OP(=O)(O)O)OC(=O)CCCCCCC/C=C\\CCCCCCCC